ClCC1=C(C=C(C=C1)C1N(CCN(C1)C(=O)OC(C)(C)C)C(=O)OC(C)(C)C)OC di-tert-butyl 2-(4-(chloromethyl)-3-methoxyphenyl)piperazine-1,4-dicarboxylate